2-methyl-N-(4-(5-(4-phenoxybutyl)-2,3,4,5-tetrahydro-1H-benzo[b][1,4]diazepine-1-Carbonyl)phenyl)benzamide CC1=C(C(=O)NC2=CC=C(C=C2)C(=O)N2C3=C(N(CCC2)CCCCOC2=CC=CC=C2)C=CC=C3)C=CC=C1